FC1=CC=C(C=C1)COC1=C(C(=O)OCC(C=2NC=CC2)=O)C=CC=C1 2-oxo-2-(1H-pyrrol-2-yl)ethyl 2-[(4-fluorophenyl)methoxy]benzoate